CN1C(=NC(=C1)C(F)(F)F)C1=CC(=C(C(=O)OC)C=C1)C(F)(F)F methyl 4-[1-methyl-4-(trifluoromethyl)imidazol-2-yl]-2-(trifluoromethyl)benzoate